(2-(pyridin-2-yl)acetyl)-L-valyl-D-glutamic acid N1=C(C=CC=C1)CC(=O)N[C@@H](C(C)C)C(=O)N[C@H](CCC(=O)O)C(=O)O